C(C)OC=1C(=C(C=CC1)P(C1=CC=CC=C1)C1=CC=CC=C1)OCC diethoxyTriphenylphosphine